3,4,7,15-tetraazatricyclo[12.3.1.02,6]Octadecan-1(18),2(6),4,14,16-pentaen-8-one C1=2C=3NN=CC3NC(CCCCCC(=NC=C1)C2)=O